C1(CC1)CNC(=O)C1=CC(=NN1[C@@H](C)C1=CC=CC=C1)C(=O)NC (S)-N5-(cyclopropylmethyl)-N3-methyl-1-(1-phenylethyl)-1H-pyrazole-3,5-dicarboxamide